C(C)(=O)C1=CC=C2C(=N1)N(C(=C2)C=2N=C1N(C(=CC(=C1)C(=O)O)OC)C2C)CC2CC2 2-(6-acetyl-1-(cyclopropylmethyl)-1H-pyrrolo[2,3-b]pyridin-2-yl)-5-methoxy-3-methylimidazo[1,2-a]pyridine-7-carboxylic acid